3-(1H-benzo[d]imidazol-2-yl)-5-(4-fluorophenyl)isoxazole N1C(=NC2=C1C=CC=C2)C2=NOC(=C2)C2=CC=C(C=C2)F